C1(CC1)[C@H](C)N1C(C2=C(C=C(C=C2C1)C1=CC(=NN1C)NC(C)=O)C)=O (S)-N-(5-(2-(1-cyclopropylethyl)-7-methyl-1-oxoisoindolin-5-yl)-1-methyl-1H-pyrazol-3-yl)acetamide